4-(3-((diethylamino)methyl)benzyl)quinoline-3,4-diamine C(C)N(CC)CC=1C=C(CC2(C(C=NC3=CC=CC=C23)N)N)C=CC1